C[Si](OC(CCCCCCC)OCCCCCCN(CCCCO)CCCCCCOC(O[Si](CCCCCCCC)(C)C)CCCCCCC)(CCCCCCCC)C 5-(6-((1-((dimethyl(octyl)silyl)oxy)octyl)oxy)hexyl)-13-heptyl-15,15-dimethyl-12,14-dioxa-5-aza-15-silatricosan-1-ol